C(C)(C)C1=CC=C(C=C1)CCC=O 3-(4-isopropylphenyl)-propanal